1-(3,3-difluorocyclobutyl)-6,7-dihydro-1H-benzo[d][1,2,3]triazol-5(4H)-one FC1(CC(C1)N1N=NC2=C1CCC(C2)=O)F